5-bromo-3,3-difluoro-1-methylindolin-2-one BrC=1C=C2C(C(N(C2=CC1)C)=O)(F)F